N-(tert-butyl)-7-((2R,6R)-2,6-dimethylmorpholino)-2-(1-(tetrahydro-2H-pyran-2-yl)-1H-pyrazol-5-yl)thieno[3,2-b]pyridin-5-amine C(C)(C)(C)NC1=CC(=C2C(=N1)C=C(S2)C2=CC=NN2C2OCCCC2)N2C[C@H](O[C@@H](C2)C)C